C1(CC1)CONC(=O)C=1C(=NC=C(C1)OC[C@H](C)NS(=O)(=O)C(F)(F)F)C N-(cyclopropylmethoxy)-2-methyl-5-[(2S)-2-(trifluoromethylsulfonylamino)propoxy]pyridine-3-carboxamide